CN1C(=NC2=C1C=C(C(=C2)C2=CC=CN1C(=CC=C21)C(=O)C2=CC(=C(C(=C2)F)NC(\C=C\CNC2CCC(CC2)F)=O)F)C(F)(F)F)C (E)-N-(4-(8-(1,2-dimethyl-6-(trifluoromethyl)-1H-benzo[d]imidazol-5-yl)indolizine-3-carbonyl)-2,6-difluorophenyl)-4-(((1s,4s)-4-fluorocyclohexyl)amino)but-2-enamide